BrC1=CC(=CC2=CC(=C(C(=C12)OCF)F)F)N 4-Bromo-6,7-difluoro-5-(fluoromethoxy)naphthalen-2-amine